N-(3-methoxy-4-(3-methyl-6-(pyrazolo[1,5-a]pyrimidin-3-yl)-1H-pyrazolo[4,3-c]pyridin-1-yl)benzyl)methanesulfonamide COC=1C=C(CNS(=O)(=O)C)C=CC1N1N=C(C=2C=NC(=CC21)C=2C=NN1C2N=CC=C1)C